C(C)(C)(C)OC(=O)N1CC=2NC(N(C(C2C[C@H]1C)=O)C=1C=CC(=NC1)C(=O)O)=S (R)-5-(7-(tert-Butoxycarbonyl)-6-methyl-4-oxo-2-thioxo-1,2,5,6,7,8-hexahydropyrido[3,4-d]pyrimidin-3(4H)-yl)picolinic acid